FC(C1=CC=C(C[C@@H]2CC3(CN(C3)C(=O)C3CC(C3)(C)O)CC2)C=C1)F |r| (rac)-(6-(4-(difluoromethyl)benzyl)-2-azaspiro[3.4]oct-2-yl)((1s,3s)-3-hydroxy-3-methylcyclobutyl)methanone